C[Si](C(C=C)O)(C)C 1-(trimethylsilyl)-2-propen-1-ol